CS(=O)(=O)OC[C@@H]1CNC(C1)=O (S)-(5-oxopyrrolidin-3-yl)methyl methanesulfonate